(benzofuran-2-carbonyl)-1-(5-((2-chlorobenzyl)thio)-1,3,4-thiadiazol-2-yl)-3-hydroxy-5-(2,4-dichlorophenyl)-1,5-dihydro-2H-pyrrol-2-one O1C(=CC2=C1C=CC=C2)C(=O)C2=C(C(N(C2C2=C(C=C(C=C2)Cl)Cl)C=2SC(=NN2)SCC2=C(C=CC=C2)Cl)=O)O